O[C@@H]1C[C@H](N(C1)C(C(C(C)C)C1=NOC(=N1)CCC)=O)C=1NC=CN1 1-[(2S,4R)-4-hydroxy-2-(1H-imidazol-2-yl)pyrrolidin-1-yl]-3-methyl-2-(5-propyl-1,2,4-oxadiazol-3-yl)butan-1-one